C(=C\CCC)/B1OC(C)(C)C(C)(C)O1 (E)-1-penten-1-ylboronic acid pinacol ester